5,5'-(2,2-diphenylbutane-1,4-diyl)bis(1,2,3-trimethoxybenzene) C1(=CC=CC=C1)C(CC=1C=C(C(=C(C1)OC)OC)OC)(CCC=1C=C(C(=C(C1)OC)OC)OC)C1=CC=CC=C1